COC=1C=C2C(=CC=NC2=CC1OC)NC1=CC=C(C=C1)NC(=O)NC1=CC(=CC=C1)OC 1-(4-((6,7-dimethoxyquinolin-4-yl)amino)phenyl)-3-(3-methoxyphenyl)urea